acryloyloxyoctyl-dibromomethylsilane C(C=C)(=O)OCCCCCCCC[SiH2]C(Br)Br